CN1N=NC2=C1C=CC(=C2C)/C=C/C(=O)N2C(OC[C@H]2C2=CC=CC=C2)=O (R,E)-3-(3-(1,4-dimethyl-1H-benzo[d][1,2,3]triazol-5-yl)acryloyl)-4-phenyl-oxazolidin-2-one